4-[5-(1-amino-2-hydroxyethyl)pyridin-2-yl]-3-(5-tert-butyl-2-methylpyrazol-3-yl)oxybenzonitrile NC(CO)C=1C=CC(=NC1)C1=C(C=C(C#N)C=C1)OC=1N(N=C(C1)C(C)(C)C)C